Ethyl bromoacetate BrCC(=O)OCC